4-[(1S)-3-(3-bromo-2-methyl-phenoxy)-1-methyl-propyl]piperidine BrC=1C(=C(OCC[C@H](C)C2CCNCC2)C=CC1)C